C(CN1CCC(CC1)C1=CC=C(C=C1)C(=O)NC1=NC=CC(=C1)OC=1C=C2C=CN(C2=CC1OCCOC)C(=O)NC)N1CCC(CC1)C1=CC=C(C=C1)C(=O)NC1=NC=CC(=C1)OC=1C=C2C=CN(C2=CC1OCCOC)C(=O)NC 5,5'-{ethane-1,2-diylbis[(piperidine-1,4-diyl)-4,1-phenylenecarbonylazandiylpyridine-2,4-diyloxy]}bis[6-(2-methoxyethoxy)-N-methyl-1H-indole-1-carboxamide]